(3S,10R,13S)-17-(4-bromo-1H-imidazol-1-yl)-10,13-dimethyl-2,3,4,7,8,9,10,11,12,13,14,15-Dodecahydro-1H-cyclopenta[a]phenanthrene-3-yl acetate C(C)(=O)O[C@H]1CC[C@@]2(C3CC[C@@]4(C(=CCC4C3CC=C2C1)N1C=NC(=C1)Br)C)C